methyl 3-(2-(tert-butoxy)-2-oxoethoxy)-4-fluoro-2-methylbenzoate C(C)(C)(C)OC(COC=1C(=C(C(=O)OC)C=CC1F)C)=O